[K].C(#N)C(C)(C)C=1C=C(C=CC1)S(=O)(=O)NC(CC1=C(C=C(C=C1C1=CC(=NC=C1)OC)F)C(C)C)=O N-((3-(2-Cyanopropan-2-yl)phenyl)sulfonyl)-2-(4-fluoro-2-isopropyl-6-(2-methoxypyridin-4-yl)phenyl)acetamide, potassium salt